ClC1=C(C=CC=C1Cl)C1=NNC2=NC(=CN=C21)N2CC1C(C1CC2)(C2=CC=NN2C)CN (3-(3-(2,3-dichlorophenyl)-1H-pyrazolo[3,4-b]pyrazin-6-yl)-7-(1-methyl-1H-pyrazol-5-yl)-3-azabicyclo[4.1.0]heptan-7-yl)methanamine